N-[5-[2-(5-Chloro-2-methoxy-anilino)thiazol-4-yl]-4-methyl-thiazol-2-yl]benzenesulfonamide ClC=1C=CC(=C(NC=2SC=C(N2)C2=C(N=C(S2)NS(=O)(=O)C2=CC=CC=C2)C)C1)OC